IC1=C2CCN(C2=CC=C1)C(=O)OC(C)(C)C tert-butyl 4-iodo-2,3-dihydroindole-1-carboxylate